C12ON(C(C=C1)CC2)C(=O)C2=CC=C(C=C2)[N+](=O)[O-] (2-oxa-3-azabicyclo[2.2.2]oct-5-en-3-yl)(4-nitrophenyl)methanone